N1CC(C1)OC(CN1C(N(C(C2=C1SC=C2C)=O)C(C(=O)OC(C)(C)C)(C)C)=O)C2=C(C=CC=C2)OC tert-butyl 2-(1-(2-(azetidin-3-yloxy)-2-(2-methoxyphenyl) ethyl)-5-methyl-2,4-dioxo-1,4-dihydrothieno[2,3-d]pyrimidin-3(2H)-yl)-2-methylpropionate